2-[1-oxo-7-[(1-tetrahydropyran-2-yl-pyrazolo[3,4-b]pyridin-5-yl)amino]isoindolin-2-yl]acetic acid O=C1N(CC2=CC=CC(=C12)NC=1C=C2C(=NC1)N(N=C2)C2OCCCC2)CC(=O)O